C1(CC1)COC1=NC=CC(=C1)C=1C(=C(C(=CC1)O)N1CC(NS1(=O)=O)=O)F 5-(3-(2-(cyclopropylmethoxy)pyridin-4-yl)-2-fluoro-6-hydroxyphenyl)-1,2,5-thiadiazolidin-3-one 1,1-dioxide